[Na].C(CCC(=O)OCC(C)C)(=O)OCC(C)C diisobutyl succinate sodium